FC(C(=O)O)(F)F.CN1N=CC(=C1)C=1N=CC=2N(C1)C(=CN2)N2CCNCC2 6-(1-methyl-1H-pyrazol-4-yl)-3-piperazin-1-yl-imidazo[1,2-a]pyrazine trifluoroacetate salt